NC1(CN(C1)C1=NC=C(C=N1)CN1CCN(CC1)C1=CC=C(C(=N1)CC)C=1C=C(C(N(C1)C)=O)C)C 5-[6-[4-[[2-(3-amino-3-methyl-azetidin-1-yl)pyrimidin-5-yl]methyl]piperazin-1-yl]-2-ethyl-3-pyridyl]-1,3-dimethyl-pyridin-2-one